(S)-3-(5-(4-((1-(4-((1R,2S)-6-hydroxy-2-(pyridin-4-yl)-1,2,3,4-tetrahydronaphthalen-1-yl)phenyl)piperidin-4-yl)methyl)piperazin-1-yl)-1-oxoisoindolin-2-yl)piperidine-2,6-dione OC=1C=C2CC[C@@H]([C@@H](C2=CC1)C1=CC=C(C=C1)N1CCC(CC1)CN1CCN(CC1)C=1C=C2CN(C(C2=CC1)=O)[C@@H]1C(NC(CC1)=O)=O)C1=CC=NC=C1